OC1=C(C=C(CC2=C(C(=C(C(=C2C)CC2=CC(=C(C(=C2)C(C)(C)C)O)C(C)(C)C)C)CC2=CC(=C(C(=C2)C(C)(C)C)O)C(C)(C)C)C)C=C1C(C)(C)C)C(C)(C)C 1,3,5-tris(4-hydroxy-3,5-di-t-butylbenzyl)-2,4,6-trimethylbenzene